4-(4-methylpiperazine-1-carbonyl)benzoic acid [(2R)-3-(3-ethyl-4-oxo-spiro[6,8-dihydro-5H-pyrazolo[4,3-c]azepin-7,4'-tetrahydropyran]-1-yl)-2-methyl-propyl] ester C(C)C1=NN(C2=C1C(NCC1(CCOCC1)C2)=O)C[C@H](COC(C2=CC=C(C=C2)C(=O)N2CCN(CC2)C)=O)C